N-(4-chloro-2-pyridinyl)-2-methyl-propionamide ClC1=CC(=NC=C1)NC(C(C)C)=O